BrC1=C(C(=NC=C1)C1=NC=CC=C1C1=NC=CC=C1)Br dibromoterpyridine